C(C)OC(COC1=NC=CC=C1OC1=C(C=C(C(=C1)N1C(N(C(=CC1=O)C(C)(F)F)C)=O)F)N)=O 2-[[3-[2-amino-5-[4-(1,1-difluoroethyl)-3-methyl-2,6-dioxo-pyrimidin-1-yl]-4-fluoro-phenoxy]-2-pyridinyl]oxy]acetic acid ethyl ester